triethoxy(4-isopropenylphenyl)silane C(C)O[Si](C1=CC=C(C=C1)C(=C)C)(OCC)OCC